15-hydroxystearate OC(CCCCCCCCCCCCCC(=O)[O-])CCC